N-palmitoyl-leucine Benzyl-4-((6Z,8E)-8-methyl-4,11-dithioxo-3,5,6,9,10,12-hexaazatetradeca-6,8-dien-7-yl)piperidine-1-carboxylate C(C1=CC=CC=C1)C1N(CCC(C1)/C(=N/NC(NCC)=S)/C(=N/NC(NCC)=S)/C)C(=O)O.C(CCCCCCCCCCCCCCC)(=O)N[C@@H](CC(C)C)C(=O)O